N-(1-(5-(6-((1-aminocyclopropyl)methoxy)-3-cyanopyrazolo[1,5-a]pyridin-4-yl)pyridin-2-yl)-4-methylpiperidin-4-yl)-3-chloropicolinamide NC1(CC1)COC=1C=C(C=2N(C1)N=CC2C#N)C=2C=CC(=NC2)N2CCC(CC2)(C)NC(C2=NC=CC=C2Cl)=O